C1=CCN2C1=CN=C1C(=C2)C=CC=C1 pyrrolo[2,1-c][1,4]benzodi-azepine